FC(C(=C(C(F)(F)F)C(F)(F)F)C(F)(F)F)(F)F perfluoro-2,3-dimethyl-2-butene